COC(=O)[C@]12C(=NN(CO1)C(=O)N(C1=CC=C(C=C1)SC(F)(F)F)C(=O)OC)C1=CC=C(C=C1C2)Cl (4aS)-7-chloro-2,5-dihydro-2-[[(methoxy-carbonyl)[4-[(trifluoromethyl)thio]phenyl]amino]carbonyl]indeno[1,2-e][1,3,4]oxadiazine-4a(3H)-carboxylic acid methyl ester